[Cl-].SC1CN2N(CN=C2)C1 6,7-Dihydro-6-mercapto-5H-pyrazolo[1,2-a][1,2,4]triazol chloride